methyldiallylamine, diallyldimethylammonium salt C(C=C)[N+](C)(C)CC=C.CN(CC=C)CC=C